ClCC(C(CC(C(F)(F)F)(C)C)NC([O-])=O)=O (1-chloro-6,6,6-trifluoro-5,5-dimethyl-2-oxohexan-3-yl)carbamate